1-methyl-N4-(1-phenyl-3-bicyclo[1.1.1]pentanyl)pyrazolo[3,4-d]pyrimidine-4,6-diamine CN1N=CC=2C1=NC(=NC2NC21CC(C2)(C1)C1=CC=CC=C1)N